COC(=O)C=1C=C2C(CCC2=CC1NC(C)=O)N1CCOCC1 Methyl-6-acetamido-3-morpholino-2,3-dihydro-1H-indene-5-carboxylate